6-(6,7-dimethoxy-3-oxo-1,3-dihydronaphtho[2,3-c]furan-4-yl)benzo[d][1,3]dioxol-5-yl diethyl phosphate P(=O)(OC1=CC2=C(OCO2)C=C1C1=C2C=C(C(=CC2=CC=2COC(C21)=O)OC)OC)(OCC)OCC